Magnesium Magnesium oxid [O-2].[Mg+2].[Mg+2].[O-2]